1,1-di(tert-butyl-peroxy)-cyclohexane C(C)(C)(C)OOC1(CCCCC1)OOC(C)(C)C